FC1=CC=C(C=C1)C1=NN(C[C@@H]1C1=CC=CC=C1)/C(/NC[C@H](C)S(N)(=O)=O)=N/S(=O)(=O)C1=CC=C(C=C1)F (S,E)-3-(4-fluorophenyl)-N'-((4-fluorophenyl)sulfonyl)-4-phenyl-N-((S)-2-sulfamoylpropyl)-4,5-dihydro-1H-pyrazole-1-carboximidamide